[1'-[4-chloro-2-(trifluoromethyl)phenyl]-2-(2-ethoxypyridin-3-yl)spiro[6,8-dihydro-1,7-naphthyridine-5,4'-piperidine]-7-yl]-[(2R)-pyrrolidin-2-yl]methanone ClC1=CC(=C(C=C1)N1CCC2(CC1)C=1C=CC(=NC1CN(C2)C(=O)[C@@H]2NCCC2)C=2C(=NC=CC2)OCC)C(F)(F)F